FC1=C(C=C(C=C1)F)S(=O)(=O)NC=1C(=NC=C(C1)C=1C=C2C(=CC=NC2=CC1)N1CCN(CC1)C(\C=C\C(C)=O)=O)OC (E)-2,5-difluoro-N-(2-methoxy-5-(4-(4-(4-oxopent-2-enoyl)piperazin-1-yl)quinolin-6-yl)pyridin-3-yl)benzenesulfonamide